ClC1=C(C=C2C=C(N=CC2=C1)NC(=O)C1C(C1)C1OCCC1)C1CCN(CC1)[C@]1(COC[C@H]1O)C N-(7-chloro-6-(1-((3S,4S)-4-hydroxy-3-methyltetrahydrofuran-3-yl)piperidin-4-yl)isoquinolin-3-yl)-2-(tetrahydrofuran-2-yl)cyclopropane-1-carboxamide